C1(CC1)CN1C(=CC=2C1=C1C=CN(C1=CC2)C(=O)OC(C)(C)C)C2=NC1=C(N2C)C(=CC(=C1)C(=O)OC)F tert-butyl 1-(cyclopropylmethyl)-2-(7-fluoro-5-methoxycarbonyl-1-methyl-benzimidazol-2-yl)pyrrolo[2,3-e]indole-6-carboxylate